3-chloro-N-cyclopropyl-4-fluoroaniline ClC=1C=C(NC2CC2)C=CC1F